ClC1=C(C=CC=C1Cl)N1C(NC(=CC1=O)O)=S=O 3-(2,3-dichlorophenyl)-6-hydroxy-2-sulfinyl-1,2,3,4-tetrahydro-pyrimidin-4-one